racemic-tert-butyl 4-(((7S*,8R*)-7-(4-(methoxycarbonyl)phenyl)-1-oxaspiro[4.5]decan-8-yl)oxy)-5,7-dimethyl-1H-indole-1-carboxylate COC(=O)C1=CC=C(C=C1)[C@@H]1C[C@@]2(CCCO2)CC[C@H]1OC1=C2C=CN(C2=C(C=C1C)C)C(=O)OC(C)(C)C |o1:10,19,&1:12|